3-acrylamidopropylmethyldimethoxysilane C(C=C)(=O)NCCC[Si](OC)(OC)C